OC1=CC=C(CNC2=C3N=CN=C3N(C=N2)C2[C@H](O)[C@@H](O)[C@H](O)[C@H](O2)CO)C=C1 6-(4-hydroxybenzylamino)-3-glucopyranosylpurine